C(C1=CC=CC=C1)OCC1CCC(CC1)N1N=C(C(=C1)N)OC(F)F 1-((1R,4R)-4-((Benzyloxy)methyl)cyclohexyl)-3-(difluoromethoxy)-1H-pyrazol-4-amine